O1COC2=C1C=CC(=C2)NC2=NC=C(C(=N2)NC2=C(C(=O)NC)C=CC=C2)C(F)(F)F 2-((2-(Benzo[d][1,3]dioxol-5-ylamino)-5-(trifluoromethyl)pyrimidin-4-yl)amino)-N-methyl-benzamide